3-(tert-butyl)-N-((S)-2-(2-((R)-spiro[2.3]hexane-1-carboxamido)pyridin-4-yl)-6,7,8,9-tetrahydro-5H-benzo[7]annulen-5-yl)-1,2,4-oxadiazole-5-carboxamide C(C)(C)(C)C1=NOC(=N1)C(=O)N[C@H]1CCCCC2=C1C=CC(=C2)C2=CC(=NC=C2)NC(=O)[C@@H]2CC21CCC1